((R)-((3-(Hydroxymethyl)-4-oxochroman-7-yl)oxy)(pyridin-4-yl)methyl)benzamide OCC1COC2=CC(=CC=C2C1=O)O[C@H](C1=CC=NC=C1)C1=C(C(=O)N)C=CC=C1